C(=O)(O)C1=C(C=C(C=C1)C1=C(C=CC=C1)C=1N=CNC1)NC(=O)C1=C(C=C(C(=C1)C(=O)O)O)C(=O)O 2-{[4-carboxy-2'-(1H-imidazol-4-yl)-[1,1'-biphenyl]-3-yl]carbamoyl}-5-hydroxybenzene-1,4-dicarboxylic acid